CN(C1CCNCC1)CC1(CCN(CC1)C=1C=C(N=NC1)C1=C(C=CC=C1)O)C1=CC=CC=C1 2-[5-(4-{[methyl(piperidin-4-yl)amino]methyl}-4-phenylpiperidin-1-yl)pyridazin-3-yl]phenol